IC1=C(C(=NC=C1)OC)CO (4-iodo-2-methoxypyridin-3-yl)methanol